VINYLGLYCINE C(=C)NCC(=O)O